(S)-3-((S)-sec-butyl)-7-fluoro-N-((1S,3S)-3-hydroxycyclopentyl)-2-oxo-1,2,3,5-tetrahydro-4H-benzo[e][1,4]diazepine-4-carboxamide [C@H](C)(CC)[C@@H]1N(CC2=C(NC1=O)C=CC(=C2)F)C(=O)N[C@@H]2C[C@H](CC2)O